N1C(C=CC1=O)=O PYRROLE-2,5-DIONE